BrC1=C(N=NC(=C1)Cl)NS(=O)(=O)C(F)(F)F N-(4-bromo-6-chloropyridazin-3-yl)-1,1,1-trifluoromethanesulfonamide